C(CCCCCCC)(=O)N[C@@H]([C@H](O)C)C(=O)O N-octanoyl-Threonine